C(C1=CC=CC=C1)N1N=C(C(=C1C)C(=O)N1CCC2(C(C2)CNC(=O)C2=CC=3C(=CN=CC3)O2)CC1)C N-[[6-(1-benzyl-3,5-dimethyl-pyrazole-4-carbonyl)-6-azaspiro[2.5]octan-2-yl]methyl]furo[2,3-c]pyridine-2-carboxamide